BrC=1C=C2C(N(C(=NC2=CC1)[C@H](CCC)N1CCN(C[C@@H](C1)CC)C)CC)=O 6-Bromo-3-ethyl-2-((S)-1-((S)-6-ethyl-4-methyl-1,4-diazepan-1-yl)butyl)quinazolin-4(3H)-one